(±)-trans-N-[8-chloro-6-(5-isopropyl-1-methyl-pyrazol-4-yl)-3-isoquinolinyl]-2-cyano-cyclopropanecarboxamide ClC=1C=C(C=C2C=C(N=CC12)NC(=O)[C@H]1[C@@H](C1)C#N)C=1C=NN(C1C(C)C)C |r|